BrC=1C=C(C=CC1)C1=NC2=CC(=CC=C2C(N1)C)C(F)(F)F 2-(3-bromophenyl)-4-methyl-7-(trifluoromethyl)-3,4-dihydroquinazoline